FC1=CC=C(C=C1)[C@H]1[C@@H](CN(CC1)C(=O)OC(C)(C)C)COS(=O)(=O)C tert-butyl (3S,4R)-4-(4-fluorophenyl)-3-(((methylsulfonyl)oxy)methyl)piperidine-1-carboxylate